CN1CCC(CC1)CNC(C)=O N-((1-methylpiperidin-4-yl)methyl)acetamide